C(CN(CC(=O)O)CC(=O)O)N(CC(=O)O)CC(=O)O.[Zn] Zinc Ethylenediaminetetraacetic acid